3-((5-(Aminomethyl)-1-(2-cyclopropylethyl)-1H-indol-2-yl)methyl)-1-methyl-5-fluoro-1,3-dihydro-2H-benzo[d]imidazol-2-one NCC=1C=C2C=C(N(C2=CC1)CCC1CC1)CN1C(N(C2=C1C=C(C=C2)F)C)=O